N-(5-chloro-2-methylphenyl)-3-((7-fluoro-4-oxo-3,4-dihydroquinazolin-2-yl)methyl)-3,6-diazabicyclo[3.1.1]heptane-6-carboxamide ClC=1C=CC(=C(C1)NC(=O)N1C2CN(CC1C2)CC2=NC1=CC(=CC=C1C(N2)=O)F)C